2-chloromethyl-pyridine hydrochloride salt Cl.ClCC1=NC=CC=C1